O[PH2]=O hydroxy(oxo)-lambda5-Phosphine